COC1=C2C(C(N(C2=CC=C1)C)(C(=O)OC)C=C=C)=O Methyl 4-methoxy-1-methyl-3-oxo-2-(propa-1,2-dien-1-yl)indoline-2-carboxylate